5-(benzyloxy)-1-(6,7-difluoroindeno[1,2-a]inden-4b(9H)-yl)-3-(3-fluorobenzyl)-2,3-dihydro-1H-pyrido[2,1-f][1,2,4]triazine-4,6-dione C(C1=CC=CC=C1)OC=1C(C=CN2N(CN(C(C21)=O)CC2=CC(=CC=C2)F)C21C(=CC3=CC=CC=C23)CC=2C=C(C(=CC21)F)F)=O